C(C)NC(=O)C=1C=C(C2=C([C@@H](CO2)C2=CC=CC=C2)C1)C(=O)NC |o1:10| (S*)-N5-ethyl-N7-methyl-3-phenyl-2,3-dihydrobenzofuran-5,7-dicarboxamide